6-methyl-N-[(pyrimidin-4-yl)methyl]-9-[4-(trifluoromethyl)phenyl]-9H-carbazole-3-carboxamide CC=1C=C2C=3C=C(C=CC3N(C2=CC1)C1=CC=C(C=C1)C(F)(F)F)C(=O)NCC1=NC=NC=C1